O1C(COC2=C1C=CC=C2)C2=CC=C(CN1CCC(CC1)F)C=C2 1-[4-(2,3-dihydro-1,4-benzodioxin-2-yl)benzyl]-4-fluoropiperidine